4-((9-(cis-4-cyanocyclohexyl)-7-methyl-8-oxo-8,9-dihydro-7H-purin-2-yl)amino)-3-methylbenzonitrile C(#N)[C@H]1CC[C@H](CC1)N1C2=NC(=NC=C2N(C1=O)C)NC1=C(C=C(C#N)C=C1)C